4-(1-hydroxy-2-(methylamino) ethyl)-1,2-phenylenebis(2,2-dichloroacetate) OC(CNC)C1=CC(=C(C=C1)C(C(=O)[O-])(Cl)Cl)C(C(=O)[O-])(Cl)Cl